monoformylfuran C(=O)C=1OC=CC1